tert-butyl 4-(6-((3-(5-cyclopropoxypyridin-2-yl)-1,2,4-thiadiazol-5-yl)amino)pyridin-3-yl)piperazine-1-carboxylate C1(CC1)OC=1C=CC(=NC1)C1=NSC(=N1)NC1=CC=C(C=N1)N1CCN(CC1)C(=O)OC(C)(C)C